ClC1=C(C=C2C=C(N=CC2=C1)NC(=O)[C@@H]1[C@H](C1)C=1C=NC=NC1)C1CCN(CC1)[C@]1(COC[C@H]1O)C (1S,2S)-N-(7-chloro-6-(1-((3S,4S)-4-hydroxy-3-methyltetrahydrofuran-3-yl)piperidin-4-yl)isoquinolin-3-yl)-2-(pyrimidin-5-yl)cyclopropane-1-carboxamide